tert-butyl (2-(2-(3-(2-(2,6-dioxopiperidin-3-yl)-1,3-dioxoisoindolin-4-yl)propoxy)-ethoxy)ethyl)carbamate O=C1NC(CCC1N1C(C2=CC=CC(=C2C1=O)CCCOCCOCCNC(OC(C)(C)C)=O)=O)=O